C(C1=CC=CC=C1)(=O)C=1SC=C(C1)C(C1=CC=CC=C1)=O 2,4-dibenzoyl-thiophene